O=C1N(CC2=CC=C(C=C12)CCCCCCCN1N=CC(=C1)C1=NC2=CC=CC=C2N=C1)C1C(NC(CC1)=O)=O 3-(1-oxo-6-(7-(4-(quinoxalin-2-yl)-1H-pyrazol-1-yl)heptyl)isoindolin-2-yl)piperidine-2,6-dione